FC1=C(C=C(C(=O)OC)C=C1)OC=1C=NC=C(C1)C1=CC=CC=C1 Methyl 4-fluoro-3-((5-phenylpyridin-3-yl)oxy)benzoate